FC(C=1C(=C(C=CC1)[C@@H](C)NC=1C2=C(N=C(N1)C)NC(C(=C2)C2(CCN(CC2)C(CC#N)=O)O)=O)F)F (R)-3-(4-(4-((1-(3-(difluoromethyl)-2-fluorophenyl)ethyl)amino)-2-methyl-7-oxo-7,8-dihydropyrido[2,3-d]pyrimidin-6-yl)-4-hydroxypiperidin-1-yl)-3-oxopropanenitrile